FC=1C=C(C#N)C=C(C1)OC1=CC=C2C=3C(CC(C13)(C)O)(C(C2(F)F)(F)F)O 3-fluoro-5-((3,3,4,4-tetrafluoro-1,2a-dihydroxy-1-methyl-2,2a,3,4-tetrahydro-1H-cyclopenta[cd]inden-7-yl)oxy)benzonitrile